iminoether N=O